benzaldehyde-2,6-d2 C(C=1C(=CC=CC1[2H])[2H])=O